C([2H])([2H])([2H])N(C1=C(C=CC=C1)B(O)O)C([2H])([2H])[2H] 2-(bis(methyl-d3)amino)phenylboronic acid